FC1=C(NC2=CC=C(C(=C12)OC)F)C(=O)N 3,5-difluoro-4-methoxy-1H-indole-2-carboxamide